C(N)(=O)C1=CC=C(OC(C(=O)OCC)(C)C)C=C1 ethyl 2-(4-carbamoylphenoxy)-2-methylpropionate